4-(3-(bicyclo[1.1.0]butane-1-carboxamido)-6-(N-(1-methylcyclopropyl)sulfamoyl)isoquinolin-8-yl)-N,N-dimethylpiperazine-1-carboxamide C12(CC2C1)C(=O)NC=1N=CC2=C(C=C(C=C2C1)S(NC1(CC1)C)(=O)=O)N1CCN(CC1)C(=O)N(C)C